C(=C)P(C=C)(C=C)=S trivinyl-phosphine sulfide